N1=C(C=NC=C1)N1CCC2=CC(=CC=C12)C(=O)OC Methyl 1-(pyrazin-2-yl)indoline-5-carboxylate